ClC=1C(=NC(=NC1)NC1=C(C=C(C(=C1)CC)N1CCC2(CC(C2)N(C)C)CC1)OC)NC1=CC=C(C(=C1P(C)(C)=O)C)C (6-((5-chloro-2-((4-(2-(dimethylamino)-7-azaspiro[3.5]non-7-yl)-5-ethyl-2-methoxyphenyl)amino)pyrimidin-4-yl)amino)-2,3-dimethylphenyl)dimethylphosphine oxide